C(CCCCCCCCCCCCCC)C=1C=C(C=CC1)O meta-pentadecyl-phenol